1-(4-(tert-butyl)phenyl)-2-toluenesulfonic acid C(C)(C)(C)C1=CC=C(C=C1)C1(C)C(C=CC=C1)S(=O)(=O)O